C1(CC1)CN1C(=NC2=C1C=CC=C2)C2CCN(CC2)C(C(F)(F)F)C2=CC=C1C(=NN(C1=C2)C)C2=CC(=CC=C2)F 6-(1-(4-(1-(cyclopropylmethyl)-1H-benzo[d]imidazol-2-yl)piperidin-1-yl)-2,2,2-trifluoroethyl)-3-(3-fluorophenyl)-1-methyl-1H-indazole